4-fluoro-N-(2-methoxy-5-(4,4,5,5-tetramethyl-1,3,2-dioxaborolan-2-yl)pyridin-3-yl)benzenesulfonamide FC1=CC=C(C=C1)S(=O)(=O)NC=1C(=NC=C(C1)B1OC(C(O1)(C)C)(C)C)OC